1,2,7-trimethylolheptane C(O)CC(CCCCCCO)CO